O1CC=CC=2C1=CC(C(C2)=O)=O benzopyran-6,7-dione